C(#N)C1=CC(=C(COC2=CC=CC(=N2)C2CCN(CC2)[C@@H](C)C2=NC=3C(=NC(=CC3)C(=O)OC(C)C)N2C[C@H]2OCC2)C=C1)F isopropyl 2-((S)-1-(4-(6-((4-cyano-2-fluorobenzyl) oxy) pyridin-2-yl) piperidin-1-yl) ethyl)-3-(((S)-oxetan-2-yl) methyl)-3H-imidazo[4,5-b]pyridine-5-carboxylate